Trin-butylphosphine tetrafluoroborate F[B-](F)(F)F.C(CCC)P(CCCC)CCCC